C(C1=CC=CC=C1)OC1=NC(=CC=C1N1C(N(C2=C1C=CC(=C2)N2CCC(CC2)C(OC)OC)C)=O)OCC2=CC=CC=C2 1-(2,6-dibenzyloxy-3-pyridyl)-5-[4-(dimethoxymethyl)-1-piperidyl]-3-methyl-benzimidazol-2-one